FC1=C(OC2CCN(CC2)C2=CC(=NC=C2[N+](=O)[O-])C(=O)NCC)C=CC(=C1)F 4-(4-(2,4-difluorophenoxy)piperidin-1-yl)-N-ethyl-5-nitropyridinecarboxamide